S1CC(=NC2=C1C=CC=C2)C(=O)O (3R)-2H-1,4-Benzothiazine-3-carboxylic acid